2-(6-{[(3R,4R)-3-fluoro-2,2,6,6-tetramethylpiperidin-4-yl]amino}pyridazin-3-yl)-5-[1-(2H3)methyl-1H-pyrazol-4-yl]pyridin-3-ol formate C(=O)OC=1C(=NC=C(C1)C=1C=NN(C1)C([2H])([2H])[2H])C=1N=NC(=CC1)N[C@H]1[C@H](C(NC(C1)(C)C)(C)C)F